3-cyclohexyl-1-ethyl-2,4-dioxo-1,2,3,4-tetrahydropyrimidine-5-carboxylic acid C1(CCCCC1)N1C(N(C=C(C1=O)C(=O)O)CC)=O